O1C(C(CCC1)C(=O)O)C(=O)O tetrahydro-2H-pyran-2,3-dicarboxylic acid